ClC=1C=C2C(NC(=NC2=CC1)C1=NC=CC(=C1)\C=C\C1=CC=C(C=C1)N(C1=CC=CC=C1)C1=CC=CC=C1)=O (E)-6-chloro-2-(4-(4-(diphenylamino)styryl)pyridin-2-yl)quinazolin-4(3H)-one